phthalimide lithium salt [Li].C1(C=2C(C(N1)=O)=CC=CC2)=O